6-chloro-7-(isoindolin-2-yl)-4-oxo-1-(pyrazin-2-yl)-1,4-dihydro-quinoline-3-carboxylic acid ClC=1C=C2C(C(=CN(C2=CC1N1CC2=CC=CC=C2C1)C1=NC=CN=C1)C(=O)O)=O